O=O.[Pb] lead molecular oxygen